C1(CCCCC1)C1=CC=C(C=C1)NC=1C2=C(N=C(N1)N1CC(OCC1)C1CC1)CN(C2)C(=O)OC(C)(C)C tert-Butyl 4-((4-cyclohexylphenyl)amino)-2-(2-cyclopropylmorpholino)-5,7-dihydro-6H-pyrrolo[3,4-d]pyrimidine-6-carboxylate